6-(4-(benzyloxy)-2-ethyl-5-fluorophenyl)-1-(tetrahydro-2H-pyran-2-yl)-3-(trimethylstannyl)-1H-indazole C(C1=CC=CC=C1)OC1=CC(=C(C=C1F)C1=CC=C2C(=NN(C2=C1)C1OCCCC1)[Sn](C)(C)C)CC